ClC=1C=C(C=CC1)C1=NC=2CCCCC2C(N1)=O 2-(3-chlorophenyl)-5,6,7,8-tetrahydroquinazolin-4(3H)-one